sodium hydrogen sulfite (bisulfite) S([O-])(O)=O.S(=O)(O)O.[Na+]